N1C=NC2=C1C=CC(=C2)C(=O)O 1H-1,3-benzodiazole-5-carboxylic acid